tert-Butyl 3-[2-(cyclopropylamino)ethyl]azetidine-1-carboxylate C1(CC1)NCCC1CN(C1)C(=O)OC(C)(C)C